CC1=CC2=C(NC(CC(N2)C2=CC(=CC=C2)OC2=NC=CC=C2)=O)C=C1C(F)(F)F 7-Methyl-4-(3-(pyridin-2-yloxy)phenyl)-8-(trifluoromethyl)-4,5-dihydro-1H-benzo[b][1,4]diazepin-2(3H)-one